cis-2-tert-butyl-2-butene C(C)(C)(C)C(C)=CC